(4,6-diamino-2-(1-(2,6-difluorobenzyl)-1H-pyrazolo[3,4-c]pyridazin-3-yl)pyrimidin-5-yl)-3-methyloxetan-3-carboxamide NC1=NC(=NC(=C1C1OCC1(C(=O)N)C)N)C1=NN(C2=NN=CC=C21)CC2=C(C=CC=C2F)F